C1(=CC(=CC=C1)C[C@H]1[C@H](C[C@@H](C2=CC=CC(N12)=O)OC)NS(=O)(=O)C)C1=CC=CC=C1 |r| rac-N-{(1S,3S,4S)-4-[([1,1'-biphenyl]-3-yl)methyl]-1-methoxy-6-oxo-1,3,4,6-tetrahydro-2H-quinolizin-3-yl}methanesulfonamide